C(CCCCCCCC)SSC=1SC(=NN1)SSCCCCCCCCC 2,5-bis(n-nonyldithio)-1,3,4-thiadiazole